O1COC2=C1C=CC(=C2)C2=NN(C(=C2)C2=CC(=NC=C2)Br)C 4-[3-(1,3-benzodioxol-5-yl)-1-methyl-1H-pyrazol-5-yl]-2-bromopyridine